CN(CCNC1=NC(=NC(=N1)N)N)C (2-(dimethylamino)ethyl)-1,3,5-triazine-2,4,6-triamine